[2H]OC(C(F)(F)F)=O Deutero-Trifluoroacetic Acid